(S)-2-(3-fluoro-5-isopropyl-2-methoxyphenyl)-2-((R)-3-(methyl(6-((S)-1,2,3,4-tetrahydro-1,8-naphthyridin-2-yl)hexyl)amino)pyrrolidin-1-yl)acetic acid FC=1C(=C(C=C(C1)C(C)C)[C@@H](C(=O)O)N1C[C@@H](CC1)N(CCCCCC[C@@H]1NC2=NC=CC=C2CC1)C)OC